FC=1C=C(C=CC1OC)CNC1=NC=CC2=C1SC=1N=NC(=C(C12)C)C N-[(3-fluoro-4-methoxy-phenyl)methyl]-3,4-dimethylpyrido[4',3':4,5]thieno[2,3-c]pyridazin-8-amine